4-(7-amino-6-fluoro-8-nitro-4-oxo-4H-chromen-2-yl)-1-methylpyridin-2(1H)-one NC1=C(C=C2C(C=C(OC2=C1[N+](=O)[O-])C1=CC(N(C=C1)C)=O)=O)F